5-(3-furoyl)amino-3-(1,4,5,6,7,8,9-heptahydroquinolizin-2-yl)-benzothiophene naphthalene-2-sulfonate C1=C(C=CC2=CC=CC=C12)S(=O)(=O)O.O1C=C(C=C1)C(=O)NC=1C=CC2=C(C(=CS2)C=2CC3CCCCN3CC2)C1